C(C=C)(=O)OCCCCOC(=O)OC=1C=C2C=CC(=CC2=CC1)C(=O)[O-] 6-(4-prop-2-enoyloxybutoxycarbonyloxy)naphthalene-2-carboxylate